2-chloro-5-methoxy-6-methyl-(4,4-bipyridine)-3-carboxylic Acid ClC1=NC(=C(C(=C1C(=O)O)C1=CC=NC=C1)OC)C